COCCOC=1C=C2C(=NC=NC2=CC1OCCOC)OC1=C(C=C(C=C1)NC(=O)C1=C(N(C2=CC=C(C=C2C1=O)OC(F)(F)F)C)C)F N-(4-((6,7-bis(2-methoxyethoxy)quinazolin-4-yl)oxy)-3-fluorophenyl)-1,2-dimethyl-4-oxo-6-(trifluoromethoxy)-1,4-dihydroquinoline-3-carboxamide